(1S,2S,4R,5R,6R,7S)-N-(3,4-dichlorophenyl)-7-(2-methylpyridin-4-yl)-8-oxatricyclo[3.2.1.02,4]octane-6-carboxamide ClC=1C=C(C=CC1Cl)NC(=O)[C@H]1[C@H]2[C@@H]3C[C@@H]3[C@@H]([C@@H]1C1=CC(=NC=C1)C)O2